(2,4)-bipyridyl N1=C(C=CC=C1)C1=CC=NC=C1